6-chloro-N-[5-chloro-1-(1-methylcyclopropyl)-1H-pyrazol-4-yl]-7-(5-methyl-2-azaspiro[3.3]heptan-2-yl)quinazolin-2-amine ClC=1C=C2C=NC(=NC2=CC1N1CC2(C1)C(CC2)C)NC=2C=NN(C2Cl)C2(CC2)C